NC1=NC=C(C2=C1N=C(N=C2)C=2C=C(C=CC2)C#C[C@]2(C(N(CC2)C)=O)O)Br (R)-3-((3-(8-amino-5-bromopyrido[3,4-d]pyrimidin-2-yl)phenyl)ethynyl)-3-hydroxy-1-methylpyrrolidin-2-one